FC(S(=O)(=O)OC=1N=CN2N=C3C([C@H]4C5=C(C(N([C@@H]3C4)C)=O)C=CC=C5OC(F)F)=C2C1)(F)F (7R,14S)-1-(difluoromethoxy)-6-methyl-5-oxo-5,6,7,14-tetrahydro-7,14-methanobenzo[c]pyrimido[1',6':1,5]pyrazolo[4,3-f]azocin-12-yl trifluoromethanesulfonate